tert-butyl 5-{6-[(2-methylpyridin-4-yl) amino]-5-nitropyridin-2-yl}-octahydropyrrolo[3,4-c]pyrrole-2-carboxylate CC1=NC=CC(=C1)NC1=C(C=CC(=N1)N1CC2C(C1)CN(C2)C(=O)OC(C)(C)C)[N+](=O)[O-]